Cl.C(C)(C)N1CCNCC1 1-iso-propylpiperazine hydrochloride